N-cyclopropyl-4-(3-hydroxypiperidin-1-yl)-3-(3-(3-(trifluoromethyl)benzyl)ureido)benzenesulfonamide C1(CC1)NS(=O)(=O)C1=CC(=C(C=C1)N1CC(CCC1)O)NC(=O)NCC1=CC(=CC=C1)C(F)(F)F